3-(4-chloro-3,5-dimethylpyrazol-1-yl)-N-(2,2-difluoro-1,3-benzodioxol-4-yl)-N-methyl-benzamide ClC=1C(=NN(C1C)C=1C=C(C(=O)N(C)C2=CC=CC=3OC(OC32)(F)F)C=CC1)C